(S)-2-(4-(2-amino-2-oxoethyl)phenoxy)propionic acid methyl ester COC([C@H](C)OC1=CC=C(C=C1)CC(=O)N)=O